N1=C(C=CC=C1)C=1C=NC(=CC1)CN(C1=CC(=NC=2N1N=CC2C2CC2)NC[C@@H]2[C@H](CN(CC2)C(=O)OC(C)(C)C)O)C(=O)OC(C)(C)C tert-butyl (3r,4r)-4-(((7-(([2,3'-bipyridyl]-6'-ylmethyl) (tert-butoxycarbonyl) amino)-3-cyclopropylpyrazolo[1,5-a]pyrimidin-5-yl) amino) methyl)-3-hydroxypiperidine-1-carboxylate